(±)-epichlorohydrin C(Cl)[C@H]1CO1 |r|